2,4-diamino-7,8-dimethoxy-5-((4-(methylthio)phenyl)thio)-5H-chromeno[2,3-b]pyridine-3-carbonitrile NC1=C(C(=C2C(=N1)OC1=CC(=C(C=C1C2SC2=CC=C(C=C2)SC)OC)OC)N)C#N